tert-butyl (4-cyano-2,3-dihydro-1H-inden-2-yl)carbamate C(#N)C1=C2CC(CC2=CC=C1)NC(OC(C)(C)C)=O